tert-butyl 2-formyl-6-azaspiro[3.4]octane-6-carboxylate C(=O)C1CC2(C1)CN(CC2)C(=O)OC(C)(C)C